C(CCCCCCC\C=C/C\C=C/C\C=C/CC)(=O)N[C@@H](CC1=CNC=N1)C(=O)O N-α-linolenoyl-histidine